rac-7-bromo-3-(3,3-difluorobutyl)-2-fluoro-5-(4-fluorophenyl)-8-methoxy-2,3,4,5-tetrahydrobenzo[b][1,4]thiazepine 1,1-dioxide BrC1=CC2=C(S(C(C(CN2C2=CC=C(C=C2)F)CCC(C)(F)F)F)(=O)=O)C=C1OC